1,2-dioleoyl-sn-glycero-3-phosphorylcholine C(CCCCCCC\C=C/CCCCCCCC)(=O)OC[C@@H](OC(CCCCCCC\C=C/CCCCCCCC)=O)COP(=O)(O)OCC[N+](C)(C)C